N-[1-(5-Chlorothiophen-2-ylmethyl)-2,3-dihydro-1H-indol-5-yl]-2-(4-fluorophenyl)-acetamide ClC1=CC=C(S1)CN1CCC2=CC(=CC=C12)NC(CC1=CC=C(C=C1)F)=O